(S)-2-((2-methoxybenzyl)amino)-5,5-dimethylhexanoic acid hydrochloride Cl.COC1=C(CN[C@H](C(=O)O)CCC(C)(C)C)C=CC=C1